1-[5-(Trifluoromethyl)pyrimidin-2-yl]ethan-1-amine FC(C=1C=NC(=NC1)C(C)N)(F)F